tert-Butyl 3-(2-((5-(tert-butyl)-4-chloro-2-((4-methoxybenzyl)oxy)phenyl)(hydroxy)methyl)-1-methyl-1H-imidazole-5-carboxamido)azetidine-1-carboxylate C(C)(C)(C)C=1C(=CC(=C(C1)C(C=1N(C(=CN1)C(=O)NC1CN(C1)C(=O)OC(C)(C)C)C)O)OCC1=CC=C(C=C1)OC)Cl